(2S,3S,4R,5R)-2-((R)-5,6-difluoro-1,3-dihydroisobenzofuran-1-yl)-5-(4-methyl-7H-pyrrolo[2,3-d]pyrimidin-7-yl)tetrahydrofuran-3,4-diol FC=1C=C2CO[C@H](C2=CC1F)[C@H]1O[C@H]([C@@H]([C@@H]1O)O)N1C=CC2=C1N=CN=C2C